methyl 5-chloro-8-quinolinoxyacetate ClC1=C2C=CC=NC2=C(C=C1)OCC(=O)OC